4-[5-[5-[(1R)-1-(3,5-Dichloro-4-pyridyl)ethoxy]-1H-indazol-3-yl]pyrimidin-2-yl]-N,N-dimethyl-piperazine-1-carboxamide ClC=1C=NC=C(C1[C@@H](C)OC=1C=C2C(=NNC2=CC1)C=1C=NC(=NC1)N1CCN(CC1)C(=O)N(C)C)Cl